FC1=C(C=CC=C1F)CN1C(CCC1=O)CC(=O)NCCC=1C=NC=CC1 2-[1-[(2,3-difluorophenyl)methyl]-5-oxopyrrolidin-2-yl]-N-(2-pyridin-3-ylethyl)acetamid